BrC1=CC(=C(OC2=CC=C(C(=C2C(=O)NC2=CC(=C(C=C2)F)C(NO)=O)F)C(F)(F)F)C=C1)C(F)(F)F 6-(4-bromo-2-(trifluoromethyl)phenoxy)-2-fluoro-N-(4-fluoro-3-(N-hydroxycarbamoyl)phenyl)-3-(trifluoromethyl)benzamide